1-(2,4-difluorobenzyl)-3-(3-fluoro-4-(2,2,2-trifluoroethoxy)benzyl)-1-((1-methylpiperidin-4-yl)methyl)urea FC1=C(CN(C(=O)NCC2=CC(=C(C=C2)OCC(F)(F)F)F)CC2CCN(CC2)C)C=CC(=C1)F